BrC=1C=C2CCC3(NC2=NC1C)CN(C(C3)C)C(=O)OC(C)(C)C tert-butyl 6'-bromo-5,7'-dimethyl-3',4'-dihydro-1'h-spiro[pyrrolidine-3,2'-[1,8]naphthyridine]-1-carboxylate